N1(N=NC=C1)C[C@H]1N(C[C@@H](C1)NC(=O)C=1OC(=CN1)C1=CC(=CC=C1)Br)C(=O)OC(C)(C)C tert-Butyl (2S,4R)-2-((1H-1,2,3-triazol-1-yl)methyl)-4-(5-(3-bromophenyl)oxazole-2-carboxamido)pyrrolidine-1-carboxylate